CC1(CN2C(CO1)=NC(=C2)NC(C2=CC(=C(C=C2)C)C#CC=2C=NC=CC2)=O)C N-(6,6-dimethyl-5,8-dihydroimidazo[2,1-c][1,4]oxazin-2-yl)-4-methyl-3-[2-(3-pyridyl)ethynyl]benzamide